(S)-(2-((1-((2-(2,5-dioxo-2,5-dihydro-1H-pyrrol-1-yl)ethyl)amino)-1-oxo-3-phenylpropan-2-yl)amino)-2-oxoethyl)carbamic acid tert-butyl ester C(C)(C)(C)OC(NCC(=O)N[C@H](C(=O)NCCN1C(C=CC1=O)=O)CC1=CC=CC=C1)=O